C(C1=CC=CC=C1)OC1=C(C=CC(=C1)[N+](=O)[O-])Br 2-benzyloxy-1-bromo-4-nitro-benzene